C(C(C)=C)OCC(C(=O)OCCOC1CCCCC1)=C cyclohexyloxyethyl α-methallyloxymethylacrylate